Tert-Butyl (3S)-3-(4-Chloro-2-Methyl-6-(2-((3-Oxopiperazin-2-Yl)Methyl)Thieno[3,2-B]Pyridin-7-Yl)Phenoxy)Piperidine-1-Carboxylate ClC1=CC(=C(O[C@@H]2CN(CCC2)C(=O)OC(C)(C)C)C(=C1)C1=C2C(=NC=C1)C=C(S2)CC2NCCNC2=O)C